(R)-3-(4-(5-fluoro-2-methylpyridin-3-yl)piperazin-1-yl)-2,7-dimethyl-5-(1-((2-(methylsulfonyl)phenyl)amino)ethyl)isoquinolin-1(2H)-one FC=1C=C(C(=NC1)C)N1CCN(CC1)C=1N(C(C2=CC(=CC(=C2C1)[C@@H](C)NC1=C(C=CC=C1)S(=O)(=O)C)C)=O)C